(4-cyanophenylthio)benzoic Acid C(#N)C1=CC=C(C=C1)SC1=C(C(=O)O)C=CC=C1